1-(Ethoxycarbonyl)ethyl-3,6-dichloro-2-methoxybenzoic acid C(C)OC(=O)C(C)C1=C(C(=C(C(=O)O)C(=C1)Cl)OC)Cl